[C@@H]1([C@H](O)[C@H](O)[C@H](O1)CO)N1C2=NC(=NC(=C2N=C1)NC(=O)N[C@@H]([C@H](O)C)C(=O)O)SC N-((9-beta-D-ribofuranosyl-2-methylthiopurine-6-yl)carbamoyl)threonine